(5-(1-methylpiperidin-4-yl)pyridin-2-yl)pyrimidin-2-amine CN1CCC(CC1)C=1C=CC(=NC1)C1=NC(=NC=C1)N